ClC=1C=C(C=C(C1OC=1C=C2C3(C(NC2=CC1)=O)CCC3)Cl)N3N=C(C(NC3=O)=O)NC(OC(C)(C)C)=O tert-butyl (2-(3,5-dichloro-4-((2'-oxospiro[cyclobutane-1,3'-indolin]-5'-yl)oxy)phenyl)-3,5-dioxo-2,3,4,5-tetrahydro-1,2,4-triazin-6-yl)carbamate